N1=C2C(=CC=C1C=1C=CC=NC1)C=1C=NC=CC1N2 5-(9H-pyrrolo[2,3-b:4,5-c']dipyridin-2-yl)pyridin